tert-butyl 2-cyano-2-(3,5-dichloro-2-methoxypyridin-4-yl)acetate C(#N)C(C(=O)OC(C)(C)C)C1=C(C(=NC=C1Cl)OC)Cl